C(=CC1=CC=CC=C1)P([O-])(=O)OCCCC butyl styrenephosphonate